OC(C(=O)N1CCN(CC1)C1=CC=C(C=C1)NC(=O)C=1C(NC=CC1NC1=C(C2=C(OCCN2)N=C1)C)=O)(C)C N-(4-(4-(2-hydroxy-2-methylpropanoyl)piperazin-1-yl)phenyl)-4-((8-methyl-2,3-dihydro-1H-pyrido[2,3-b][1,4]oxazin-7-yl)amino)-2-oxo-1,2-dihydropyridine-3-carboxamide